5-(4-((6-ethyl-5-oxo-4,5-dihydrothieno[3,2-b]pyridin-2-yl)methyl)piperazin-1-yl)-N-methylpyridineamide C(C)C1=CC2=C(NC1=O)C=C(S2)CN2CCN(CC2)C=2C=CC(=NC2)C(=O)NC